ClC1C2(CC1(C2)C(=O)OC)C(=O)OC dimethyl 2-chlorobicyclo[1.1.1]pentane-1,3-dicarboxylate